(R)-2'-hydroxy-2-(methoxymethoxy)-[1,1'-binaphthyl]-3-formaldehyde OC1=C(C2=CC=CC=C2C=C1)C1=C(C(=CC2=CC=CC=C12)C=O)OCOC